4-{2-chloro-3-[(3,5-dimethyl-1H-pyrazol-1-yl)methyl]-4-(methylsulfonyl)benzoyl}-1-methyl-1H-pyrazol ClC1=C(C(=O)C=2C=NN(C2)C)C=CC(=C1CN1N=C(C=C1C)C)S(=O)(=O)C